C(C)(=O)N(C1=CC=C(C=C1)C1=NC=C(C=C1)C(NCC=1C=NC=CC1)=O)CCNC(OC)=O Methyl N-[2-[N-acetyl-4-[5-(3-pyridylmethylcarbamoyl)-2-pyridyl]anilino] ethyl]carbamate